5,7-dimethoxy-3-(4-((6-methylquinazolin-4-yl)thio)butoxy)-2-(3,4,5-trimethoxyphenyl)-4H-chromen-4-one COC1=C2C(C(=C(OC2=CC(=C1)OC)C1=CC(=C(C(=C1)OC)OC)OC)OCCCCSC1=NC=NC2=CC=C(C=C12)C)=O